4-Cyclobutyl 8-methyl (S)-3-methyl-2,3-dihydrobenzo[f][1,4]oxazepine-4,8(5H)-dicarboxylate C[C@H]1COC2=C(CN1C(=O)OC1CCC1)C=CC(=C2)C(=O)OC